FC=1C=CC=C2C=C(C=NC12)C1=NC(NC2=CC=CC=C12)(C)C 4-(8-fluoro-3-quinolinyl)-2,2-dimethyl-1H-quinazoline